5-((3-(2-Aminoethylsulfonamido)propyl)amino)benzo[c][2,6]naphthyridine-8-carboxamide NCCS(=O)(=O)NCCCNC1=NC2=C(C3=CN=CC=C13)C=CC(=C2)C(=O)N